6-fluoro-N-{[(3R,4S) or (3S,4R)-4-methyl-2-[6-methyl-3-(2H-1,2,3-triazol-2-yl)pyridine-2-carbonyl]-2-azabicyclo[3.1.1]heptan-3-yl]methyl}quinoxalin-2-amine FC=1C=C2N=CC(=NC2=CC1)NC[C@@H]1N(C2CC([C@@H]1C)C2)C(=O)C2=NC(=CC=C2N2N=CC=N2)C |o1:13,18|